2-(4-((4-methoxy-3,4-dihydro-2H-pyran-6-yl)methoxy)phenyl)-4,4,5,5-tetramethyl-1,3,2-dioxaborolane COC1CCOC(=C1)COC1=CC=C(C=C1)B1OC(C(O1)(C)C)(C)C